3-Nitrobenzamide [N+](=O)([O-])C=1C=C(C(=O)N)C=CC1